Bis-dimethylaminosilane CN(C)[SiH2]N(C)C